N=1C(N=C2C1C=C1C(C=NC=N1)=N2)=O imidazo-pyridopyrimidinone